5-oxo-2H-furan-2-formaldehyde O=C1C=CC(O1)C=O